3-((4-((4-(4-cyano-2-fluorophenyl)piperazin-1-yl)methyl)benzyl)oxy)-2-nitrobenzoic acid methyl ester COC(C1=C(C(=CC=C1)OCC1=CC=C(C=C1)CN1CCN(CC1)C1=C(C=C(C=C1)C#N)F)[N+](=O)[O-])=O